C(C(=C)C)(=O)OCCC(C(=O)[O-])CC(=O)[O-] 2-(methacryloyloxy)ethylsuccinat